(((2R,4S)-1-acetyl-4-(4-(difluoromethoxy)-3-isopropoxyphenyl)pyrrolidin-2-yl)methyl)-2-ethoxybenzamide C(C)(=O)N1[C@H](C[C@H](C1)C1=CC(=C(C=C1)OC(F)F)OC(C)C)CC=1C(=C(C(=O)N)C=CC1)OCC